N1(CCCC2=CC=CC=C12)C1=CC(=NC=C1)CNC(=O)C=1C=CC2=C(S(CCOC2)(=O)=O)C1 N-((4-(3,4-dihydroquinolin-1(2H)-yl)pyridin-2-yl)methyl)-2,3-dihydro-5H-benzo[e][1,4]oxathiepine-8-carboxamide 1,1-dioxide